C(C)[C@H]1OC2=C(CN(C1)CC1=CC(=CC=3C=CSC31)[C@@H](CC(=O)O)C3=C(C1=C(N(N=N1)C)C(=C3)C)C)N=C(C=C2)O (3R)-3-(7-{[(2R)-2-Ethyl-7-hydroxy-2,3-dihydropyrido[2,3-f][1,4]oxazepin-4(5H)-yl]methyl}-1-benzothiophen-5-yl)-3-(1,4,7-trimethyl-1H-benzotriazol-5-yl)propanoic acid